4-oxo-4-phenylbutan-2-lactone O=C(CC1C(=O)O1)C1=CC=CC=C1